aza-uridine N1([C@H](O)[C@H](O)[C@@H](CO)O1)N1C(=O)NC(=O)C=C1